(S)-2-((6-(N-(5-(3-(3,3-Dimethylbutoxy)phenyl)-4-(2-isopropylphenyl)thiazol-2-yl)sulfamoyl)pyridin-2-yl)amino)-3,3-dimethylbutanoic acid CC(CCOC=1C=C(C=CC1)C1=C(N=C(S1)NS(=O)(=O)C1=CC=CC(=N1)N[C@H](C(=O)O)C(C)(C)C)C1=C(C=CC=C1)C(C)C)(C)C